BrC1=C(CN(C(=O)C2(CCN(CC2)C(=O)OC(C)(C)C)C)CC(=O)OC)C=CC=C1 tert-Butyl 4-((2-bromobenzyl)(2-methoxy-2-oxoethyl)carbamoyl)-4-methylpiperidine-1-carboxylate